2-ethylhexyl caprate O(C(=O)CCCCCCCCC)CC(CCCC)CC